5-fluoro-1-phenyl-4-(4-bromophenyl)-3-trifluoromethyl-1H-pyrazole FC1=C(C(=NN1C1=CC=CC=C1)C(F)(F)F)C1=CC=C(C=C1)Br